(S)-1-(2-((R)-3-(Chinolin-3-ylamino)pyrrolidin-1-yl)acetyl)pyrrolidin-2-carbonitril N1=CC(=CC2=CC=CC=C12)N[C@H]1CN(CC1)CC(=O)N1[C@@H](CCC1)C#N